FC1=C2C3(CNC(C2=CC=C1C1(CC1)F)=O)CC3 5'-fluoro-6'-(1-fluorocyclopropyl)-2',3'-dihydro-1'H-spiro[cyclopropane-1,4'-isoquinolin]-1'-one